5-(5-methyl-3,4,5,6-tetrahydropyridin-2-yl)-1H-Thieno[3,2-c]Pyrazole CC1CCC(=NC1)C1=CC=2NN=CC2S1